FC(C1=C(C=CC=C1)C1=C(C=CC=C1)C(F)(F)F)(F)F 2,2'-bistrifluoromethylbiphenyl